ClC=1C=C(C=CC1Cl)N1C2=C(C(C3=C1COC3=O)C3=CC=CC=C3)C(OC2)=O 4-(3,4-dichlorophenyl)-8-phenyl-5,8-dihydrodifurano[3,4-b:3',4'-e]pyridine-1,7(3H,4H)-dione